2-(2-cyclopropyl-3-pyridyl)-N-[4-[1-methyl-4-(trifluoromethyl)imidazol-2-yl]phenyl]-5H-pyrrolo[3,2-d]pyrimidin-7-amine C1(CC1)C1=NC=CC=C1C=1N=CC2=C(N1)C(=CN2)NC2=CC=C(C=C2)C=2N(C=C(N2)C(F)(F)F)C